methyl (tert-butoxycarbonyl)-L-homoserinate C(C)(C)(C)OC(=O)N[C@@H](CCO)C(=O)OC